ClC1=NC=NC(=C1)C=1N(N=C(C1)[N+](=O)[O-])C 4-chloro-6-(2-methyl-5-nitro-pyrazol-3-yl)pyrimidine